5-(3-chlorophenyl)thiophene-2-carbaldehyde ClC=1C=C(C=CC1)C1=CC=C(S1)C=O